C(C)(C)(C)OC(=O)N1C[C@H](CC1)N1N=C(C=2C(=NC=C(C21)Br)N)I Tert-butyl-(S)-3-(4-amino-7-bromo-3-iodo-1H-pyrazolo[4,3-c]pyridin-1-yl)pyrrolidine-1-carboxylate